methyl N-[2-[[6-amino-9-benzyl-8-oxo-2-(propylsulfonylimino) purine-7-carbonyl]-methyl-amino] ethyl]-N-methyl-carbamate NC1=C2N(C(N(C2=NC(N1)=NS(=O)(=O)CCC)CC1=CC=CC=C1)=O)C(=O)N(CCN(C(OC)=O)C)C